(S)-5,5-dimethyl-2-(6-methyl-4-pyrimidinylamino)hexanoic acid CC(CC[C@@H](C(=O)O)NC1=NC=NC(=C1)C)(C)C